C1(CC1)C1=NC=NC(=C1C1=NN2C(N(C(CC2)=O)C(C)C2=CC=C(C=C2)N2N=C(C=C2OCC(F)F)C(F)(F)F)=N1)OC 2-(4-cyclopropyl-6-methoxypyrimidin-5-yl)-4-(1-(4-(5-(2,2-difluoroethoxy)-3-(trifluoromethyl)-1H-pyrazol-1-yl)phenyl)ethyl)-6,7-dihydro-[1,2,4]triazolo[1,5-a]pyrimidin-5(4H)-one